C12C=CC(C(C1C(=O)OC)C(=O)OC)C2 dimethyl bicyclo[2.2.1]hept-2-ene-5,6-dicarboxylate